N1(CCCCC1)N1C(=NC=2C1=C1C(=NC2)N(C=C1)S(=O)(=O)C1=CC=C(C)C=C1)N 1-(piperidin-1-yl)-6-p-toluenesulfonyl-1,6-diHydroimidazo[4,5-d]pyrrolo[2,3-b]pyridin-2-amine